trans-4-[5-bromo-2-[(2,2-difluoro-ethyl)amino]-7H-pyrrolo[2,3-d]-pyrimidin-7-yl]-cyclohexan-1-ol BrC1=CN(C=2N=C(N=CC21)NCC(F)F)[C@@H]2CC[C@H](CC2)O